6-chloro-4-(3,3-dimethylazetidin-1-yl)-3-methoxypyridazine ClC1=CC(=C(N=N1)OC)N1CC(C1)(C)C